(4R)-6-(bromomethyl)-4-(2-chloro-4-fluoro-phenyl)-2-thiazol-2-yl-1,4-dihydropyrimidine-5-carboxylic acid methyl ester COC(=O)C=1[C@@H](N=C(NC1CBr)C=1SC=CN1)C1=C(C=C(C=C1)F)Cl